[C@@H]12OC[C@@H](N(C1)C=1SC3=C(N1)SC(=C3)C(=O)O)C2 2-((1S,4S)-2-oxa-5-azabicyclo[2.2.1]heptan-5-yl)thieno[2,3-d]thiazole-5-carboxylic acid